C1=CC=CC2=C3C(=C4C=5C=CC=CC5CC4=C21)C=CC=C3 dibenzo-fluorene